1-(5-methyl-1-phenyl-1H-pyrazole-4-carbonyl)piperidin CC1=C(C=NN1C1=CC=CC=C1)C(=O)N1CCCCC1